p-phenylpyridine-2,5-dicarboxylic acid C1(=CC=CC=C1)C1=CC(=NC=C1C(=O)O)C(=O)O